4-[(4R)-3,3-difluoro-4-methyl-1-pyrimidin-2-yl-piperidine-4-carbonyl]-3,5-dihydro-2H-pyrido[3,4-f][1,4]oxaazepine-9-Carbonitrile FC1(CN(CC[C@@]1(C(=O)N1CCOC2=C(C1)C=NC=C2C#N)C)C2=NC=CC=N2)F